oxaphosphahexen-6-one O=PCCCC=O